Cl.C(#N)N=C1N(CC2N1CCNC2)CC(C(=O)O)(C)C 3-(3-(cyanoimino)hexahydroimidazo[1,5-a]pyrazin-2(3H)-yl)-2,2-dimethylpropanoic acid hydrochloride